CC=1C(=NC=C(C1)C)N[C@H]1C[C@H](N(C1)C(=O)C1=CC=C(C=C1)[C@@]1(C(NC(N1)=O)=O)C)COC (R)-5-{4-[(2S,4S)-4-(3,5-dimethylpyridin-2-ylamino)-2-methoxymethylpyrrolidine-1-carbonyl]phenyl}-5-methylimidazolidine-2,4-dione